C(CCCCCC)N/C(/CCNC(=O)C1=CC(=CN1C)C1=C(C(=O)N)C=CC=N1)=N/CCCCCCC (5-(((E)-3-(heptylamino)-3-(heptylimino)propyl)carbamoyl)-1-methyl-1H-pyrrol-3-yl)nicotinamide